C1(=CC=C(C=C1)CCCN)C1=CC=CC=C1 3-([1,1'-biphenyl]-4-yl)propan-1-amine